(6S)-3-Methyl-6-prop-1-en-2-ylcyclohex-3-en CC=1CC[C@@H](CC1)C(=C)C